OC1=C(C=C(C=C1)O)/C=C/C(=O)NC1=CC=C(C=C1)NC(C1=C(C=C(C=C1)F)F)=O (E)-N-(4-(3-(2,5-dihydroxyphenyl)acrylamido)phenyl)-2,4-difluorobenzamide